C1(CC1)S(=O)(=O)C=1C=C(OCC(CN[C@H]2COC3(C2)CCN(CC3)S(=O)(=O)C3=CC2=C(OCCN2C)N=C3)O)C=CC1 1-(3-(Cyclopropylsulfonyl)phenoxy)-3-((R)-8-(1-methyl-2,3-dihydro-1H-pyrido[2,3-b][1,4]oxazin-7-ylsulfonyl)-1-oxa-8-azaspiro[4.5]decan-3-ylamino)propan-2-ol